benzyl (2S,5R)-5-benzyloxyamino-piperidine-2-carboxylate C(C1=CC=CC=C1)ON[C@@H]1CC[C@H](NC1)C(=O)OCC1=CC=CC=C1